ClC1=NC(=NC=C1C(F)(F)F)NC=1C=CC(=NC1CC)N1[C@H]2CN([C@@H](C1)C2)C(=O)OC(C)(C)C tert-butyl (1R,4R)-5-(5-((4-chloro-5-(trifluoromethyl)pyrimidin-2-yl)amino)-6-ethylpyridin-2-yl)-2,5-diazabicyclo[2.2.1]heptane-2-carboxylate